CN(C(=O)CNC(=O)C1=CC2=C(N(C(=N2)NC=2SC3=C(N2)C=CC(=C3)C(F)(F)F)CC)C=C1)C 1-Ethyl-2-(6-trifluoromethyl-benzothiazol-2-ylamino)-1H-benzoimidazole-5-carboxylic acid dimethylcarbamoylmethyl-amide